C(#N)C1=NC(=CC(=C1)C=1SC(=C(N1)C)C(=O)O)C=1N=C(NC1)C1OCCC1 2-(2-cyano-6-(2-(tetrahydrofuran-2-yl)-1H-imidazol-4-yl)pyridin-4-yl)-4-methylthiazole-5-carboxylic acid